(2R,5S)-1-tert-butoxycarbonyl-5-methyl-pyrrolidine-2-carboxylic acid C(C)(C)(C)OC(=O)N1[C@H](CC[C@@H]1C)C(=O)O